CNC1=C(N=C(O1)C1=C(C(=CC(=C1)Cl)Cl)Cl)C#N (methylamino)-2-(2,3,5-trichlorophenyl)oxazole-4-carbonitrile